ClC1=CC(=C2C(=N1)C(=NN2CC)N)C=C C5-chloro-1-ethyl-7-vinyl-1H-pyrazolo[4,3-b]pyridin-3-amine